ClC1=C(C(=CC=C1)CC)NC(=O)OC(C(=O)OCC)CN1N=CC=C1 Ethyl 2-{[(2-chloro-6-ethylphenyl)carbamoyl]oxy}-3-(1H-pyrazol-1-yl)propanoate